((3R)-tert-butyl 1-(4-cyclopropyl-6-(4-(2-fluoro-6-methoxyphenyl)-1-oxo-1,3-dihydro-2H-pyrrolo[3,4-c]pyridin-2-yl) pyrimidin-2-yl) pyrrolidin-3-yl) carbamate C(N)(O[C@H]1C(N(CC1)C1=NC(=CC(=N1)C1CC1)N1CC=2C(=NC=CC2C1=O)C1=C(C=CC=C1OC)F)C(C)(C)C)=O